1-(7-(8-ethylnaphthalen-1-yl)-2-((tetrahydro-1H-pyrrolizin-7a(5H)-yl)methoxy)-5,6,7,8-tetrahydropyrido[3,4-d]pyrimidin-4-yl)-3-(hydroxymethyl)piperidin-4-ol C(C)C=1C=CC=C2C=CC=C(C12)N1CC=2N=C(N=C(C2CC1)N1CC(C(CC1)O)CO)OCC12CCCN2CCC1